(S,Z)-2',5-difluoro-4'-(2-(hydroxymethyl)-4-(methoxyimino)pyrrolidine-1-carbonyl)-2-methyl-[1,1'-biphenyl]-3-carbonitrile FC1=C(C=CC(=C1)C(=O)N1[C@@H](C/C(/C1)=N/OC)CO)C1=C(C(=CC(=C1)F)C#N)C